(S)-3-(1,4-dimethyl-1H-benzo[d][1,2,3]triazol-5-yl)-3-(3-(((R)-2-ethyl-2,3-dihydropyrido[3,4-f][1,4]oxazepin-4(5H)-yl)methyl)-4-methylphenyl)propionic acid CN1N=NC2=C1C=CC(=C2C)[C@@H](CC(=O)O)C2=CC(=C(C=C2)C)CN2C[C@H](OC1=C(C2)C=NC=C1)CC